(3E)-6-(ethoxymethoxy)-3-hexenylmagnesium bromide C(C)OCOCC/C=C/CC[Mg]Br